methyl-N-(3-fluoro-4-(4-hydroxymethylpiperidin-1-yl)phenyl)-4-(1-isopropyl-1H-pyrazol-4-yl)pyrimidin-2-amine CC=1C(=NC(=NC1)NC1=CC(=C(C=C1)N1CCC(CC1)CO)F)C=1C=NN(C1)C(C)C